C(OC[C@@]12CN(C[C@@H](CC1)N2C(=O)OC(C)(C)C)C(C2=CC=CC=C2)(C2=CC=CC=C2)C2=CC=CC=C2)([2H])([2H])[2H] tert-butyl (1S,5R)-1-((methoxy-d3)methyl)-3-trityl-3,8-diazabicyclo[3.2.1]octane-8-carboxylate